CC1=CC=C(C=C1)S(=O)(=O)OC(C(=O)OC(C)C)(C)C isopropyl 2-p-toluenesulfonyloxy-2-methylpropionate